COC1=C(CNC(CC2=CC=C(C=C2)CC)C)C=CC=C1 N-(2-methoxybenzyl)-1-(4-ethylphenyl)-2-aminopropane